phosphourea P(=O)(=O)NC(=O)N